C(N)(O[C@H]1C[C@H](CCC1)N)=O ((1R,3S)-3-aminocyclohexyl) carbamate